COC=1C=C2C=CN(C2=CC1)S(=O)(=O)C1=CC=C(C(=O)N(N)CCC)C=C1 4-((5-Methoxy-1H-indol-1-yl)sulfonyl)-N-propylbenzohydrazide